ethyl Nα-(L-leucyl)-1-methyl-D-tryptophanate hydrochloride Cl.N[C@@H](CC(C)C)C(=O)N[C@H](CC1=CN(C2=CC=CC=C12)C)C(=O)OCC